CN(C1=CC=2C(N=C1)=NN(C2)C=2C=C(C=CC2F)NC(=O)N(C)C)C 1-{3-[5-(dimethylamino)-2H-pyrazolo[3,4-b]pyridin-2-yl]-4-fluorophenyl}-3,3-dimethylurea